4-(2,4-bis(trifluoromethyl)phenyl)-2-aminothiazole FC(C1=C(C=CC(=C1)C(F)(F)F)C=1N=C(SC1)N)(F)F